ethyl 2-(4-(tert-butyl)piperidin-1-yl)-4-chloro-6-methylpyrimidine-5-carboxylate C(C)(C)(C)C1CCN(CC1)C1=NC(=C(C(=N1)Cl)C(=O)OCC)C